3-bromo-2,6-dIchloropyridIne BrC=1C(=NC(=CC1)Cl)Cl